(2-chloro-4-fluoro-phenyl)-[(3S)-4-[7-(2,2-dimethylpropylsulfonyl)-3-methyl-imidazo[1,5-a]pyridin-5-yl]-3-methyl-piperazin-1-yl]methanone ClC1=C(C=CC(=C1)F)C(=O)N1C[C@@H](N(CC1)C1=CC(=CC=2N1C(=NC2)C)S(=O)(=O)CC(C)(C)C)C